C12N(CCC2C1)C(=O)O 2-azabicyclo[3.1.0]hexane-2-carboxylic acid